C(C1=CC=CC=C1)OC(C(=O)N)=C α-Benzyloxyacrylamid